N,N-bis(trifluoroacetyloxybutyl)amine FC(C(=O)OCCCCNCCCCOC(C(F)(F)F)=O)(F)F